CCCCCCCCCCCCCCCCCC(=O)O[C@H](COCCCCCCCCCCCCCCCC)COP(=O)([O-])OCC[N+](C)(C)C The molecule is a phosphatidylcholine O-34:0 in which the alkyl and acyl groups at positions 1 and 2 are hexadecyl and octadecanoyl respectively. It is a phosphatidylcholine O-34:0 and a 2-acyl-1-alkyl-sn-glycero-3-phosphocholine. It derives from an octadecanoic acid.